(tripyrrolidinyl)phosphonium bromide hexafluorophosphate salt F[P-](F)(F)(F)(F)F.[Br-].N1(CCCC1)[PH+](N1CCCC1)N1CCCC1.N1(CCCC1)[PH+](N1CCCC1)N1CCCC1